FC(C=1C=C(C=C(C1)C(F)(F)F)C=1NC(=NN1)SC1=NC(=NC(=C1)Cl)SC=1SC2=C(N1)C=CC=C2)(F)F 2-((4-((5-(3,5-bis(trifluoromethyl)phenyl)-4H-1,2,4-triazol-3-yl)thio)-6-chloropyrimidin-2-yl)thio)benzo[d]thiazole